O[C@@H]1[C@H](O)[C@@H](O)[C@H](O)CO1 α-d-xylose